1-(1,3-dihydroxy-2-(hydroxymethyl)propan-2-yl)-3-(2-(((1-(2-(4-(3-(1-(5-ethylpyrimidin-2-yl)piperidin-4-yl)propoxy)-2-fluorophenyl)acetyl)azetidin-3-yl)methyl)amino)ethyl)urea OCC(CO)(CO)NC(=O)NCCNCC1CN(C1)C(CC1=C(C=C(C=C1)OCCCC1CCN(CC1)C1=NC=C(C=N1)CC)F)=O